(S)-quinuclidin-3-yl (7-(3-fluoro-5-isopropoxyphenyl)-3,3-dimethylchroman-4-yl)carbamate FC=1C=C(C=C(C1)OC(C)C)C1=CC=C2C(C(COC2=C1)(C)C)NC(O[C@@H]1CN2CCC1CC2)=O